P(=O)(O)(O)OC[C@@H]1[C@H](C([C@@H](O1)N1C(=O)N=C(N)C=C1)(F)F)O deoxy-2',2'-difluoro cytidine-5'-phosphate